ClCC1=CC=C(C=C1)C=C 1-(chloromethyl)-4-vinyl-benzene